FC(S(=O)(=O)OC1=CCCC2=CC(=CC=C12)OCC1=CC=CC=C1)(F)F 6-(benzyloxy)-3,4-dihydronaphthalen-1-yl trifluoromethanesulfonate